CC1=C(OC2=C1C=C(C=C2)S(NCCC2=CC(=CC=C2)OC(F)(F)F)(=O)=O)C(=O)[O-] 3-Methyl-5-(N-(3-(trifluoromethoxy)phenylethyl)sulfamoyl)benzofuran-2-carboxylate